Tert-butyl-3-(3-tert-butoxy-3-oxopropanoyl)-3-(2-{[tert-butyl(dimethyl)silyl]oxy}ethyl)pyrrolidine C(C)(C)(C)N1CC(CC1)(CCO[Si](C)(C)C(C)(C)C)C(CC(=O)OC(C)(C)C)=O